C(C)O/C(=C(/C(=O)O)\CC/C(/C(=O)O)=C(/C(=O)O)\OCC)/C(=O)O.ClC1=C(C=C(OCC(=O)NC23C(CC(CC2)(CC3)N3C=C(C=C3)C3=CC=C(C=C3)Cl)O)C=C1)F 2-(4-chloro-3-fluorophenoxy)-N-{4-[3-(4-chlorophenyl)-1H-pyrrol-1-yl]-2-hydroxy-bicyclo[2.2.2]oct-1-yl}acetamide diethoxyethylenebismaleate